1-(4-(4-fluorophenyl)-5-(2-methoxyethoxy)pyrimidin-2-yl)piperidine-4-carboxylic acid FC1=CC=C(C=C1)C1=NC(=NC=C1OCCOC)N1CCC(CC1)C(=O)O